tert-butyl 4-((6-bromopyridin-2-yl)oxy)piperidine-1-carboxylate BrC1=CC=CC(=N1)OC1CCN(CC1)C(=O)OC(C)(C)C